(3-isopropylidene-2,2-dimethylcyclobutyl)methoxymethyl-benzene rac-(4aS,9bS)-7-(trifluoromethyl)-1,2,3,4,4a,9b-hexahydrofuro[2,3-b:4,5-b']dipyridinEat FC(C1=CC=C2C(=N1)O[C@@H]1[C@H]2NC(CC1)C(=O)O)(F)F.C(C)(C)=C1C(C(C1)COCC1=CC=CC=C1)(C)C |r|